CC1=CC(=CC(N1)=O)SC 6-methyl-4-(methylthio)-2-oxo-1,2-dihydropyridin